CN1C=CC2=C1N=CN=C2 7-methyl-7H-pyrrolo[2,3-d]pyrimidin